N-(5-aminopentyl)benzamide NCCCCCNC(C1=CC=CC=C1)=O